2-Ethyl 3-(4,4,5,5-tetramethyl-1,3,2-dioxaborolan-2-yl)cyclohex-3-ene-1-carboxylate CC1(OB(OC1(C)C)C=1CC(CCC1)C(=O)OCC)C